C1OCC2=CC(=CC=C12)NC(=O)C=1C=CC2=C(C=3N(CCO2)C=NC3)C1 N-(1,3-Dihydroisobenzofuran-5-yl)-5,6-dihydrobenzo[f]imidazo[1,5-d][1,4]oxazepine-10-carboxamide